ClC1=CC2=C(N(P(N=C2N2C[C@H](N(C[C@@H]2C)C(C=C)=O)C)(=O)C)C2=C(C=CC=C2)C(C)C)N=C1C1=C(C=CC=C1)F 1-((2R,5S)-4-(6-chloro-7-(2-fluorophenyl)-1-(2-isopropylphenyl)-2-methyl-2-oxido-1,2-dihydropyrido[2,3-d][1,3,2]diazaphosphinin-4-yl)-2,5-dimethylpiperazin-1-yl)prop-2-en-1-one